N[C@H](C(=O)O)CC1C(NC2(COC2)C1)=O (2S)-2-amino-3-{6-oxo-2-oxa-5-azaspiro[3.4]oct-7-yl}propanoic acid